NC1=NC=C(C=C1C(=O)N[C@@H]1[C@H](CCC1)OCC1=CC=C(C=C1)C=1C=C2CC[C@@H](C2=CC1)N1CCN(CC1)CCO)C1=CC(=NS1)C 2-amino-N-{(1S,2S)-2-[(4-{(1S)-1-[4-(2-hydroxyethyl)piperazin-1-yl]-2,3-dihydro-1H-inden-5-yl}phenyl)methoxy]cyclopentyl}-5-(3-methyl-1,2-thiazol-5-yl)pyridine-3-carboxamide